5-bromo-4-(2-((tert-butyldimethylsilyl)oxy)ethyl)-6-fluoro-3-oxo-3,4-dihydroquinoxaline-1(2H)-carboxylic acid tert-butyl ester C(C)(C)(C)OC(=O)N1CC(N(C2=C(C(=CC=C12)F)Br)CCO[Si](C)(C)C(C)(C)C)=O